butyl 2-(4-amino-6-(3-methylureido)-9H-pyrimido[4,5-b]indol-9-yl)acetate NC1=NC=NC=2N(C3=CC=C(C=C3C21)NC(=O)NC)CC(=O)OCCCC